CC=1C=CC(=NC1)OCC(=O)N(CC=1SC=CC1)C1=CC=CC=C1 2-(5-methylpyridin-2-yloxy)-N-phenyl-N-(thiophen-2-ylmethyl)acetamide